C12(CC(C1)C2)NC2=CC(=NC(=N2)N2CCOCC2)[C@H](C)NC(C2=NC=CC=C2)=O (S)-N-(1-(6-(bicyclo[1.1.1]pentan-1-ylamino)-2-morpholinopyrimidin-4-yl)ethyl)picolinamide